(isoquinolin-7-yl)-2-((4-morpholinophenyl)amino)pyrimidine-5-carbonitrile C1=NC=CC2=CC=C(C=C12)C1=NC(=NC=C1C#N)NC1=CC=C(C=C1)N1CCOCC1